BrC=1C(=NC=CC1Cl)OC 3-Bromo-4-chloro-2-methoxypyridine